CCCCCCCCCCC(CCCCC)=O (Z)-11-hexadecanal